C[N+]1(C2CNCC1CC2)C2COC2 8-methyl-8-(oxetan-3-yl)-3,8-diazabicyclo[3.2.1]octan-8-ium